Ethyl 2-(2-carbamoyl-cyclopropyl)-2-methyl-propionate C(N)(=O)C1C(C1)C(C(=O)OCC)(C)C